CN(C)C[C@@H]1CN(C(O1)=O)C1=NN(C2=C1C=NC(=C2)NC2=NC=CNC2=O)C=2C(=CC1=C(OCCN1)C2)OC (R)-5-((dimethylamino)methyl)-3-(1-(6-methoxy-3,4-dihydro-2H-benzo[b][1,4]oxazin-7-yl)-6-((3-oxo-3,4-dihydropyrazin-2-yl)amino)-1H-pyrazolo[4,3-c]pyridin-3-yl)oxazolidin-2-one